5-(1-(3,5-dichloropyridin-4-yl)ethoxy)-6-methoxy-1H-indazole ClC=1C=NC=C(C1C(C)OC=1C=C2C=NNC2=CC1OC)Cl